BrC1=C(N(N=C1Cl)C)[C@@H]1[C@H](C(N(C1)C)=O)C(=O)NC1=C(C(=CC=C1)F)OC (3S,4R)-4-(4-bromo-5-chloro-2-methyl-pyrazol-3-yl)-N-(3-fluoro-2-methoxy-phenyl)-1-methyl-2-oxo-pyrrolidine-3-carboxamide